(2S)-1,4-bis[2-(4-chloro-3-fluorophenoxy)acetamido]bicyclo[2.2.2]octan-2-yl (phosphonooxy)methyl carbonate C(O[C@@H]1C2(CCC(C1)(CC2)NC(COC2=CC(=C(C=C2)Cl)F)=O)NC(COC2=CC(=C(C=C2)Cl)F)=O)(OCOP(=O)(O)O)=O